2-(4-tert-butyl-phenyl)-1-ethylsulfate C(C)(C)(C)C1=CC=C(C=C1)CCOS(=O)(=O)[O-]